1,8-bis(carboxyphenoxy)-3,6-dioxaoctane C(=O)(O)C1=C(OCCOCCOCCOC2=C(C=CC=C2)C(=O)O)C=CC=C1